4-butyl-3-(4-fluorophenyl)-N-(4-hydroxyphenylethyl)-5-methyl-1-phenyl-4,5-dihydro-1H-pyrazole-5-carboxamide C(CCC)C1C(=NN(C1(C(=O)NCCC1=CC=C(C=C1)O)C)C1=CC=CC=C1)C1=CC=C(C=C1)F